C(C=C)(=O)OCCCCCCCCC=CCC=CCCCCC 2-Propenoic acid, 9,12-octadecadienyl ester